tert-Butyl 2-methyl-3-phenylpiperidine-1-carboxylate CC1N(CCCC1C1=CC=CC=C1)C(=O)OC(C)(C)C